C(C)O[Si](OCC)(OCC)C(C)(C)[Si](OCC)(OCC)OCC Bis(triethoxysilyl)propane